C1(CCCCC1)P(C1=C(C=CC=C1)C1=C(C=C(C=C1C(C)C)C(C)C)C(C)C)C1CCCCC1 Dicyclohexyl(2',4',6'-triisopropyl-[1,1'-biphenyl]-2-yl)phosphane